NC=1N=C(C(=NC1)C#CC1CCN(CC1)C(=O)OC(C)(C)C)Cl tert-butyl 4-((5-amino-3-chloropyrazin-2-yl)ethynyl)piperidine-1-carboxylate